N-(5-bromo-2-chloropyridin-3-yl)-3-methylbenzamide BrC=1C=C(C(=NC1)Cl)NC(C1=CC(=CC=C1)C)=O